Cl.CC1=C(N=C(S1)NC(=O)C1CNC1)C N-(dimethyl-1,3-thiazol-2-yl)azetidine-3-carboxamide hydrochloride